(2R,6R)-2-methoxy-2-methyl-6-methylamino-6-(4-(trifluoromethyl)phenyl)cyclohexan-1-one hydrochloride Cl.CO[C@]1(C([C@@](CCC1)(C1=CC=C(C=C1)C(F)(F)F)NC)=O)C